(3-amino-6-cyclopropyl-1H-pyrazolo[3,4-b]pyridin-1-yl)(2-methoxycyclohexyl)methanone NC1=NN(C2=NC(=CC=C21)C2CC2)C(=O)C2C(CCCC2)OC